2-{4-[(2S)-2,3-dihydro-1,4-benzodioxin-2-yl]benzyl}-1,2,3,4-tetrahydroisoquinolin-6-ol O1[C@H](COC2=C1C=CC=C2)C2=CC=C(CN1CC3=CC=C(C=C3CC1)O)C=C2